3-{4-amino-3-[(4-fluorophenyl)methoxy]phenyl}-5-[(pyridin-2-yl)amino]-1-{[2-(trimethylsilyl)ethoxy]methyl}-1H-pyrazole-4-carboxamide NC1=C(C=C(C=C1)C1=NN(C(=C1C(=O)N)NC1=NC=CC=C1)COCC[Si](C)(C)C)OCC1=CC=C(C=C1)F